FC=1C=C2C=CN(C2=CC1C(C)=O)S(=O)(=O)C1=CC=CC=C1 1-(5-fluoro-1-(phenylsulfonyl)-1H-indol-6-yl)ethan-1-one